1-(benzo[c]isothiazol-3-yl)-N-methylpiperidin-4-amine N=1SC(=C2C1C=CC=C2)N2CCC(CC2)NC